3-Amino-8-(3-cyanophenyl)-N-propylimidazo[1,2-a]pyridine-2-carboxamide NC1=C(N=C2N1C=CC=C2C2=CC(=CC=C2)C#N)C(=O)NCCC